COCSC=1C=C(C=CC1)CO (3-((methoxymethyl)thio)phenyl)methanol